5-allyl-5-isobutyrylbarbituric acid C(C=C)C1(C(NC(NC1=O)=O)=O)C(C(C)C)=O